6-Bromobenzofuran-4-carbaldehyde BrC=1C=C2C(C=CO2)=C(C1)C=O